O1C(COCC1)[C@H](C)OC=1C=NC=CC1CN 1-{3-[(1S)-1-(1,4-dioxan-2-yl)ethoxy]pyridin-4-yl}methylamine